6-butyl-4-hydroxy-5-(3-isopropylphenyl)-2-oxo-1,2-dihydropyridine-3-carboxylic acid ethyl ester C(C)OC(=O)C=1C(NC(=C(C1O)C1=CC(=CC=C1)C(C)C)CCCC)=O